6-(3-((5-mercapto-4-methyl-4H-1,2,4-triazol-3-yl)methyl)oxetan-3-yl)isoindolin-1-one SC=1N(C(=NN1)CC1(COC1)C1=CC=C2CNC(C2=C1)=O)C